S(=O)(OC1=CC=CC=C1)[O-].S(=O)(OCCCCCCCCCCCC)[O-].S(=O)(OCCCCCCCCCCCC)[O-] Phenyl dilauryl trisulphite